ClC1=NC(=CC(=C1)C1(C(NCC1)=O)C)C1=CC=C(C=C1)F 3-(2-chloro-6-(4-fluorophenyl)pyridin-4-yl)-3-methylpyrrolidin-2-one